CC1=CC(=NC(=C1)N1CCN(CC1)S(=O)(=O)C)NC(OC(C)(C)C)=O tert-butyl (4-methyl-6-(4-(methylsulfonyl)piperazin-1-yl)pyridin-2-yl)carbamate